ClC=1C(=CC(=C(C(=O)O)C1)F)F 5-chloro-2,4-difluorobenzoic acid